C(C1=CC=CC=C1)N1N=CC2=CC=CC=C12 benzyl-1H-indazol